C1=CC=CC=2C3=CC=CC=C3C(C12)COC(=O)N[C@H](C(=O)O)CC=1OC2=C(N1)C=C(C=C2)C(=O)OCC2=CC=CC=C2 (S)-2-((((9H-fluoren-9-yl)methoxy)carbonyl)amino)-3-(5-((benzyloxy)carbonyl)benzo[d]oxazol-2-yl)propanoic acid